BOC-aminotri(hydroxymethyl)methane C(=O)(OC(C)(C)C)NC(CO)(CO)CO